Cl.COC(=O)[C@@H]1[C@H]2[C@H]3C=C[C@@H]([C@H]2CN1)C3 (1R,2S,3S,6R,7S)-4-azatricyclo[5.2.1.0{2,6}]dec-8-ene-3-carboxylic acid methyl ester hydrochloride